ClC=1C=C(C2=C(N1)N(C=C2)C2CS(C2)(=O)=O)C=O 6-chloro-1-(1,1-dioxidothietan-3-yl)-1H-pyrrolo[2,3-b]pyridine-4-carbaldehyde